8-((S)-3-((2S,4R)-1-((S)-2-(1-Fluorocyclopropane-1-carboxamido)-3,3-dimethylbutanoyl)-4-hydroxypyrrolidine-2-carboxamido)-3-(4-(4-methylthiazol-5-yl)phenyl)propanamido)octanoic acid FC1(CC1)C(=O)N[C@H](C(=O)N1[C@@H](C[C@H](C1)O)C(=O)N[C@@H](CC(=O)NCCCCCCCC(=O)O)C1=CC=C(C=C1)C1=C(N=CS1)C)C(C)(C)C